2-((benzyloxy)methyl)-4,5-dichloropyridazin-3(2H)-one C(C1=CC=CC=C1)OCN1N=CC(=C(C1=O)Cl)Cl